N-((5-bromopyridin-3-yl)methylene)-2-methylpropane-2-sulfinamide BrC=1C=C(C=NC1)C=NS(=O)C(C)(C)C